Ethyl 5-Methylcarboxylato-6-ethyl-3-(4-fluorophenyl)pyridine-2-carboxylate CC=1C(=C(C(=NC1CC)C(=O)OCC)C1=CC=C(C=C1)F)C(=O)[O-]